NC(CCNC=O)=O hydrogen N-(3-amino-3-oxo-propyl)carboxamide